4-(2-aminothiazol-5-yl)-3,6-dihydro-2H-pyridine-1-carboxylic acid tert-butyl ester C(C)(C)(C)OC(=O)N1CCC(=CC1)C1=CN=C(S1)N